CC1=NC(=CC(=N1)NC1=C(C(=O)NOCC)C(=CC=N1)NC1=C(C(=CC(=C1)F)C1=NC=C(N=C1)C)OC)C ((2,6-Dimethylpyrimidin-4-yl)amino)-N-ethoxy-4-((5-fluoro-2-methoxy-3-(5-methylpyrazine-2-yl)phenyl)amino)nicotinamide